N-((4-methylpiperazin-2-yl)methyl)-4-(1H-pyrrolo[2,3-b]pyridin-4-yl)-3,4-dihydro-2H-1,4-thiazine-6-carboxamide dihydrochloride Cl.Cl.CN1CC(NCC1)CNC(=O)C1=CN(CCS1)C1=C2C(=NC=C1)NC=C2